N,N'-dodecamethylene-bismaleimide C1(C=CC(N1CCCCCCCCCCCCN1C(C=CC1=O)=O)=O)=O